(5RS)-3-(3-bromo-5,6-dimethylpyridazin-4-yl)-5,6-dihydro-4H-1,2,4-oxadiazin-5-ol BrC=1N=NC(=C(C1C1=NOC[C@H](N1)O)C)C |r|